C(/CCCCC)=C/1\C(N(C(S1)=O)CCCC(=O)NC1=CC(=C(C=C1)C1=NN=NN1)O)=O (Z)-4-(5-hexylidene-2,4-dioxothiazolidin-3-yl)-N-(3-hydroxy-4-(1H-tetrazol-5-yl)phenyl)butanamide